The molecule is an organic sulfamate oxoanion that is the conjugate base of (3Z)-dec-3-en-1-ylsulfamic acid. It has been isolated from Daphnia pulex and has been shown to cause morphological changes in the green alga Scenedesmus gutwinskii. It has a role as a kairomone and a Daphnia pulex metabolite. It is a conjugate base of a (3Z)-dec-3-en-1-ylsulfamic acid. CCCCCC/C=C\\CCNS(=O)(=O)[O-]